ClC1=CC(=C(C(=O)O)C=C1S(NCCCCCC)(=O)=O)NCC=1OC=CC1 4-Chloro-2-((furan-2-ylmethyl)amino)-5-(N-hexylsulfamoyl)Benzoic Acid